methyl 8-hydroxycaprylate OCCCCCCCC(=O)OC